OC(C)([2H])C=1C=C(C=C2C(N(C=3N(C12)C=NC3C(=O)N(C([2H])([2H])[2H])C([2H])([2H])[2H])C([2H])([2H])[2H])=O)C 9-(1-hydroxyethyl-1-d)-7-methyl-N,N,4-tris(methyl-d3)-5-oxo-4,5-dihydroimidazo[1,5-a]quinazoline-3-carboxamide